NCCC(CC=1C=NC=CC1)=O 4-amino-1-(pyridine-3-yl)butanone